CN(C)[BH3-].[Li+] lithium N,N-dimethylaminoborohydride